ClC1=CC=C(C=C1)C1=N[C@H](C=2N(C3=C1C=C(C=C3)OC)C(=NN2)C)CC(NCCOCCOCCOCCOCCOCCOCCNC(OC(C)(C)C)=O)=O tert-Butyl (1-((4S)-6-(4-chlorophenyl)-8-methoxy-1-methyl-4H-benzo[f][1,2,4]triazolo[4,3-a][1,4]diazepin-4-yl)-2-oxo-6,9,12,15,18,21-hexaoxa-3-azatricosan-23-yl)carbamate